FC1=CC=C(C=C1)[C@H]1[C@@H](C1)NCCC[C@H](C(=O)N1CCN(CC1)C)C1=C(C(=O)N)C=CC(=C1)N1N=NC=C1 ((S)-5-((1R,2S)-2-(4-fluorophenyl)cyclopropylamino)-1-(4-methylpiperazin-1-yl)-1-oxopentan-2-yl)-4-(1H-1,2,3-triazol-1-yl)benzamide